(R)-(2-bromo-7-(2-methyl-2H-1,2,3-triazol-4-yl)pyrazolo[1,5-a]pyrimidin-5-yl)(1-methyl-3,4-dihydroisoquinolin-2(1H)-yl)methanone BrC1=NN2C(N=C(C=C2C2=NN(N=C2)C)C(=O)N2[C@@H](C3=CC=CC=C3CC2)C)=C1